[Mg].[Na].[K] potassium sodium magnesium salt